The molecule is the carbohydrate acid ester that is the methyl ester of N-acetylneuraminic acid. It derives from a N-acetylneuraminic acid. CC(=O)N[C@@H]1[C@H](CC(O[C@H]1[C@@H]([C@@H](CO)O)O)(C(=O)OC)O)O